CC1(COCC1)C1(NC(=CC=C1NC1COCC1)C1=CC=NC=C1)N 2-(3-methyltetrahydrofuran-3-yl)-6-(4-pyridyl)-N3-Tetrahydrofuran-3-yl-pyridine-2,3-diamine